Cl.CSC1=NC=CC=2N1N=CC2N 7-(Methylthio)pyrazolo[1,5-c]pyrimidin-3-amine hydrochloride